O[C@@H](C(=O)N1CC(CC1)COC1=C(C#N)C=C(C=C1)C1=NC(=NC=C1)NC1=NC(=C(C=C1)N1CCN(CC1)C1COC1)OC)C 2-([1-[(2R)-2-hydroxypropanoyl]pyrrolidin-3-yl]methoxy)-5-[2-([6-methoxy-5-[4-(oxetan-3-yl)piperazin-1-yl]pyridin-2-yl]amino)pyrimidin-4-yl]benzonitrile